((2R,5S)-4-((3-chloro-5-fluoropyridin-2-yl)methyl)-2,5-dimethylpiperazin-1-yl)(2-(2-(2-hydroxypropan-2-yl)pyrimidin-4-yl)-5-methylpyridin-4-yl)methanone ClC=1C(=NC=C(C1)F)CN1C[C@H](N(C[C@@H]1C)C(=O)C1=CC(=NC=C1C)C1=NC(=NC=C1)C(C)(C)O)C